C1(=CC=CC=C1)C(C)NC1=C(C=NC2=CC=C(C=C12)C=1C=C2C(=NC1)C=NN2)C#N 4-((1-phenylethyl)amino)-6-(1H-pyrazolo[4,3-b]pyridin-6-yl)quinoline-3-carbonitrile